CC(C)(OCCO)C1CC=C(CC1)C 2-[1-methyl-1-(4-methyl-3-cyclohexen-1-yl)ethoxy]ethanol